1-amino-N,5-diisopropyl-5,6,7,8-tetrahydropyrimido[5'',4'':4',5']pyrrolo[3',2':3,4]azepino[1,2-a]indole-11-carboxamide NC1=NC=NC2=C1C1=C(CCCN3C1=CC=1C=CC(=CC31)C(=O)NC(C)C)N2C(C)C